2-(6-Chloro-benzothiazol-2-ylamino)-1-methyl-1H-benzoimidazole-5-carboxylic acid (3-dimethylamino-propyl)-amide CN(CCCNC(=O)C1=CC2=C(N(C(=N2)NC=2SC3=C(N2)C=CC(=C3)Cl)C)C=C1)C